1-[cyclobutyl-(dideuterio)methyl]-3-[[2-(difluoromethoxy)pyridin-4-yl]methyl]urea C1(CCC1)C(NC(=O)NCC1=CC(=NC=C1)OC(F)F)([2H])[2H]